FC1=C(C=CC=C1F)[C@H]1N(CC[C@H](C1)NC)C(=O)N1CC2(CCCC2)[C@@H](CC1)CN1C=NC(=CC1=O)C1=CC=CC=C1 3-(((R)-7-((2S,4R)-2-(2,3-Difluorophenyl)-4-(methylamino)piperidine-1-carbonyl)-7-azaspiro[4.5]decan-10-yl)methyl)-6-phenylpyrimidin-4(3H)-one